C(C)(C)(C)OC(=O)N1CCN(CC1)CC1=CC=C(C=C1)C(=O)OCC.OCCN1CCOCC1 N-β-hydroxyethyl-morpholine tert-butyl-4-[(4-ethoxycarbonylphenyl)methyl]piperazine-1-carboxylate